C(#N)C=1C=C(C=C(C1N[C@@H](CSC1=CC=C(C=C1)F)CCN1CC(C1)(C)F)F)S(=O)(=O)NC(=O)C1(CCCCC1)OC (R)-N-((3-cyano-5-fluoro-4-((4-(3-fluoro-3-methylazetidin-1-yl)-1-((4-fluorophenyl)thio)butan-2-yl)amino)phenyl)sulfonyl)-1-methoxycyclohexane-1-carboxamide